3-chloro-5-((1S,2S)-2-(3-chloro-3'-fluoro-2'-(2-fluoro-3-((R)-2-(trifluoromethyl)azetidine-1-carbonyl)phenyl)-5',6-dimethyl-2-oxo-2H-[1,4'-bipyridin]-4-yl)cyclopropyl)pyridine 1-oxide ClC=1C=[N+](C=C(C1)[C@@H]1[C@H](C1)C1=C(C(N(C(=C1)C)C1=C(C(=NC=C1C)C1=C(C(=CC=C1)C(=O)N1[C@H](CC1)C(F)(F)F)F)F)=O)Cl)[O-]